(±)-4-(2-(2-Chlorophenyl)azepan-1-yl)-6-ethylpyrimidin-2-amine ClC1=C(C=CC=C1)[C@@H]1N(CCCCC1)C1=NC(=NC(=C1)CC)N |r|